CC1=CC=CC=2NN=NC21.[Ag] silver methylbenzotriazole salt